4-((2-chloro-6-(3-nitrophenyl)pyridin-4-yl)methyl)morpholine ClC1=NC(=CC(=C1)CN1CCOCC1)C1=CC(=CC=C1)[N+](=O)[O-]